C(CCCCCCCCCCCCCCCC)(=O)OCCCCCCCCCCCCCCCCCCCC icosyl heptadecanoate